P1(OC(CCC)OP(OC(CCC)O1)[O-])[O-] bis(2,4'-butylidene) bisphosphite